C1=C(C=CC2=CC=CC=C12)C(=C)C=1OC=CC1 2-(1-(naphthalen-2-yl)vinyl)furan